CC=1OC(=CC1C(=O)NC=1SC=C(N1)CN1CCSCC1)C1=CC(=CC=C1)C(F)(F)F 2-methyl-N-(4-(thiomorpholinomethyl)thiazol-2-yl)-5-(3-(trifluoromethyl)phenyl)furan-3-carboxamide